ethyl 8-hydroxy-1,7-naphthyridine-6-carboxylate OC=1N=C(C=C2C=CC=NC12)C(=O)OCC